(S)-N-(3-(3-bromophenyl)-1-(methylamino)-1-oxopropan-2-yl)-1-(4-chlorobenzyl)-3-phenyl-1H-pyrazole-5-carboxamide BrC=1C=C(C=CC1)C[C@@H](C(=O)NC)NC(=O)C1=CC(=NN1CC1=CC=C(C=C1)Cl)C1=CC=CC=C1